CC1(N(CCC1)CC1(CC1)C(=O)NC=1C=C(C(=NC1)C)NC(=O)C=1C=NN2C1SC(=C2)C=2C=NN(C2)CCOC)C N-(5-(1-((2,2-dimethylpyrrolidin-1-yl)methyl)cyclopropane-carboxamido)-2-methylpyridin-3-yl)-2-(1-(2-methoxyethyl)-1H-pyrazol-4-yl)pyrazolo[5,1-b]thiazole-7-carboxamide